OC=1C=C2C(C=C(OC2=CC1)C1=CC=C(C=C1)C1=NC=CC=C1)=O 6-hydroxy-2-(4-(pyridin-2-yl)phenyl)-4H-chromen-4-one